ClC=1C=C(CNCCC(=O)NCCCNC2=NC3=C(C4=CN=CC=C24)C=CC(=C3)C(=O)N)C=CC1C1CCCC1 5-((3-(3-((3-Chloro-4-cyclopentylbenzyl)amino)propanamido)propyl)amino)benzo[c][2,6]naphthyridine-8-carboxamide